O=C1N(CCN1)CCN1CCN(CC1)CCNCC#N 2-((2-(4-(2-(2-oxoimidazolidin-1-yl)ethyl)piperazin-1-yl)ethyl)amino)acetonitrile